CN1N=NC=2C=NC(=CC21)C#CC2=C1C=C(N=CC1=C(N=C2)NC)NC(=O)C2CC2 N-(5-((1-methyl-1H-[1,2,3]triazolo[4,5-c]pyridin-6-yl)ethynyl)-8-(methylamino)-2,7-naphthyridin-3-yl)cyclopropanecarboxamide